6-(pyridin-3-yl)-1H-pyrazolo[3,4-d]pyrimidin-4(5H)-one N1=CC(=CC=C1)C=1NC(C2=C(N1)NN=C2)=O